tert-butyl 4-[3-[1-(2-ethoxy-2-oxo-ethyl)azetidin-3-yl]oxypropyl]piperidine-1-carboxylate C(C)OC(CN1CC(C1)OCCCC1CCN(CC1)C(=O)OC(C)(C)C)=O